1-(4-chloro-2,5-bis(methoxy-d3)phenyl)propan-2-amine ClC1=CC(=C(C=C1OC([2H])([2H])[2H])CC(C)N)OC([2H])([2H])[2H]